O=S1(CCN(CC1)C1=CC=C(NC=2C(=NC(=C(N2)NC)C=2C3=C(C=NC2)N(C=N3)C)C(=O)OC)C=C1)=O Methyl 3-[4-(1,1-dioxo-1,4-thiazinan-4-yl)anilino]-5-(methylamino)-6-(3-methylimidazo[4,5-c]pyridin-7-yl)pyrazine-2-carboxylate